C1(=CC=CC=C1)C(C1=CC(=CC(=C1O)OC)CC=C)C1=CC(=CC(=C1O)OC)CC=C 6,6'-(phenylmethylene)bis(4-allyl-2-methoxyphenol)